2-(2-chlorophenyl)-N-(4-[1-(difluoromethyl)-1H-pyrazol-4-yl]-3-{[(dimethylamino)methylene]sulfamoyl}phenyl)acetamide ClC1=C(C=CC=C1)CC(=O)NC1=CC(=C(C=C1)C=1C=NN(C1)C(F)F)S(N=CN(C)C)(=O)=O